3,3-difluorocyclobutyl (4-cyclobutyl-1-methyl-5-(3,4,5-trifluorophenyl)-1H-pyrazol-3-yl)carbamate C1(CCC1)C=1C(=NN(C1C1=CC(=C(C(=C1)F)F)F)C)NC(OC1CC(C1)(F)F)=O